ethyl {[(4,5-dibromo-3-methyl-2-thienyl)carbonyl]amino}(phenyl)acetate BrC=1C(=C(SC1Br)C(=O)NC(C(=O)OCC)C1=CC=CC=C1)C